C1(CCC1)N1N=CC(=C1)C1=C(C(=O)O)C=C(C=C1)NC(=O)C1(CC1)C1=C(C=C(C=C1)OC)F 2-(1-Cyclobutyl-1H-pyrazol-4-yl)-5-({[1-(2-fluoro-4-methoxyphenyl)cyclopropyl]carbonyl}amino)benzoic acid